N-methylbehenylamine CNCCCCCCCCCCCCCCCCCCCCCC